Methyl (2S,3S,4S,5R,6S)-3,4,5-triacetoxy-6-{[2-amino-4-(hydroxymethyl)phenyl]oxy}tetrahydropyran-2-carboxylate C(C)(=O)O[C@@H]1[C@H](O[C@H]([C@@H]([C@H]1OC(C)=O)OC(C)=O)OC1=C(C=C(C=C1)CO)N)C(=O)OC